N-[4-(4-bromophenyl)thiazol-2-yl]-N-(3,5-dimethylphenyl)oxirane-2-carboxamide BrC1=CC=C(C=C1)C=1N=C(SC1)N(C(=O)C1OC1)C1=CC(=CC(=C1)C)C